3-(((2S,3R,4R)-1-acetyl-2-cyclopropyl-6-fluoro-3-methyl-1,2,3,4-tetrahydroquinolin-4-yl)amino)picolinamide C(C)(=O)N1[C@H]([C@@H]([C@H](C2=CC(=CC=C12)F)NC=1C(=NC=CC1)C(=O)N)C)C1CC1